NC1=CC(=C(OC=2C=CC(N(N2)C2=CC=C(C=C2)F)=O)C(=C1)Cl)Cl 6-(4-Amino-2,6-dichlorophenoxy)-2-(4-fluorophenyl)pyridazin-3(2H)-one